C1(CC12CNCCC2)C(=O)N 5-azaspiro[2.5]octane-1-carboxamide